((1,4-dioxan-2-yl)methyl)-4-((2-fluorophenyl)ethynyl)benzamide O1C(COCC1)CC1=C(C(=O)N)C=CC(=C1)C#CC1=C(C=CC=C1)F